benzyl (S)-(1-hydroxypent-4-en-2-yl)carbamate OC[C@H](CC=C)NC(OCC1=CC=CC=C1)=O